FC=1C=CC(=NC1)OC[C@H]1N(C2CC(C1)C2)C(=O)C2=C(C=CC(=C2)C)N2N=CC=N2 (3S)-3-{[(5-fluoropyridin-2-yl)oxy]methyl}-2-{[5-methyl-2-(2H-1,2,3-triazol-2-yl)phenyl]carbonyl}-2-azabicyclo[3.1.1]heptane